FC1=C(CNC2=NC=C(C(=N2)NC2=CC=CC=C2)C(=O)N)C=CC(=C1)F 2-(2,4-difluorobenzylamino)-4-(phenylamino)pyrimidine-5-carboxamide